2-thiopheneformamidine hydroiodic acid salt I.S1C(=CC=C1)C(=N)N